ClC1=CC(=C(OCC2=CC=CC(=N2)OC2CCNCC2)C=C1)F 4-((6-((4-chloro-2-fluorophenoxy)methyl)pyridin-2-yl)oxy)piperidin